NOBON diaminoboronic acid